3-(4-n-butylphenyl)propanenitrile C(CCC)C1=CC=C(C=C1)CCC#N